N1=C(C=CC=C1)CN(CC1=NC=CC=C1)CC1=CC=C(C=N1)C(=O)N1CCNCC1 (6-((bis(pyridin-2-ylmethyl)amino)methyl)pyridin-3-yl)(piperazin-1-yl)methanone